ClC=1C=C(CC2=CC=C(N=N2)NC(=O)C2=CN(C(C=C2)=O)CC)C=CC1 N-(6-(3-chlorobenzyl)pyridazin-3-yl)-1-ethyl-6-oxo-1,6-dihydropyridine-3-carboxamide